1,1'-methylenebis[isocyanatobenzene] C(C1=C(C=CC=C1)N=C=O)C1=C(C=CC=C1)N=C=O